tert-butyl-(cyclopent-3-en-1-yloxy)-diphenylsilane C(C)(C)(C)[Si](C1=CC=CC=C1)(C1=CC=CC=C1)OC1CC=CC1